tert-Butyl (S)-((3'-chloro-2'-(3-(4-(((2-hydroxyethyl)amino)methyl)picolinamido)-2-methylphenyl)-6-methoxy-[2,4'-bipyridin]-5-yl)methyl)((5-oxopyrrolidin-2-yl)methyl)carbamate ClC=1C(=NC=CC1C1=NC(=C(C=C1)CN(C(OC(C)(C)C)=O)C[C@H]1NC(CC1)=O)OC)C1=C(C(=CC=C1)NC(C1=NC=CC(=C1)CNCCO)=O)C